F[C@]1(CNCC1)COC(NC=1N=CC2=CC(=C(C=C2C1)C1=C(C2=C(OCCN2)N=C1)C)F)=O (R)-(3-Fluoropyrrolidin-3-yl)methyl-(7-fluoro-6-(8-methyl-2,3-dihydro-1H-pyrido[2,3-b][1,4]oxazin-7-yl)isochinolin-3-yl)carbamat